3-chloro-2-fluoro-5-methoxyisonicotinaldehyde ClC1=C(C=O)C(=CN=C1F)OC